IC=1C2=C(NN1)C=CS2 3-iodo-1H-thieno[3,2-c]Pyrazole